2-(4-Methoxyphenyl)-5,7-dimethyl-6-(3-morpholinophenyl)-2,6-dihydro-1H-pyrrolo[3,4-d]pyridazin-1-one COC1=CC=C(C=C1)N1N=CC=2C(C1=O)=C(N(C2C)C2=CC(=CC=C2)N2CCOCC2)C